Tert-butyl 8-(but-3-yn-1-yl)-5-oxa-2,8-diazaspiro[3.5]nonane-2-carboxylate C(CC#C)N1CCOC2(CN(C2)C(=O)OC(C)(C)C)C1